CC1=C(C(=O)NC2(CC2)C2=C3C=CC=NC3=CC(=C2)C=2N=C(OC2)C)C=C(C=C1)N1CC2CCC(C1)N2C 2-methyl-5-(8-methyl-3,8-diazabicyclo[3.2.1]octan-3-yl)-N-(1-(7-(2-methyloxazol-4-yl)quinolin-5-yl)cyclopropyl)benzamide